2-(4-tert-butyl-N-[(2S)-2-cyanopyrrolidine-1-carbonyl]anilino)-2-(5-fluoro-3-pyridyl)acetic acid C(C)(C)(C)C1=CC=C(N(C(=O)N2[C@@H](CCC2)C#N)C(C(=O)O)C=2C=NC=C(C2)F)C=C1